(6-cyclopropyl-8-(2-methoxypyridin-3-yl)imidazo[1,2-a]pyridin-2-yl)methanamine C1(CC1)C=1C=C(C=2N(C1)C=C(N2)CN)C=2C(=NC=CC2)OC